1,3-bis-diphenylphosphinopropane nickel chloride [Ni](Cl)Cl.C1(=CC=CC=C1)P(CCCP(C1=CC=CC=C1)C1=CC=CC=C1)C1=CC=CC=C1